(4-methoxypiperidin-4-yl)methanol COC1(CCNCC1)CO